5-methyl-2,4-piperidinedione CC1C(CC(NC1)=O)=O